FC(C(C(C)O)O)(F)F 1,1,1-trifluoro-2,3-dihydroxybutan